Cl\C=C\F E-1-chloro-2-fluoroethylene